1,3-bis(2-bromo-4-fluorophenoxy)propane BrC1=C(OCCCOC2=C(C=C(C=C2)F)Br)C=CC(=C1)F